3-(2-azaspiro[3.3]heptan-2-yl)-8,9-dihydropyrido[3',2':4,5]pyrrolo[1,2-a]pyrazin C1N(CC12CCC2)C2=CC=1C=C3N(CCN=C3)C1N=C2